C(C)C=1CC2=C(C3=CC=C(C=C3C(=C2CC1)OC)Cl)OC(C=C)=O 2-ethyl-6-chloro-9-acryloyloxy-10-methoxy-1,4-dihydroanthracene